ethyl 1-((2'-chloro-5-(oxetan-3-yl)-[1,1'-biphenyl]-2-yl)sulfonyl)-4-fluoropiperidine-4-carboxylate ClC1=C(C=CC=C1)C1=C(C=CC(=C1)C1COC1)S(=O)(=O)N1CCC(CC1)(C(=O)OCC)F